7-[3-(1H-tetrazol-5-yl)phenoxy]-2,3,3a,4-tetrahydro-1H-pyrrolo[2,1-c][1,2,4]benzothiadiazine 5,5-dioxide N1N=NN=C1C=1C=C(OC2=CC3=C(N4C(NS3(=O)=O)CCC4)C=C2)C=CC1